NC1=CC(=C(C=C1)C=1C=C(N2N=CN=C(C21)N)C2CCC1(OCCO1)CC2)F 5-(4-amino-2-fluorophenyl)-7-(1,4-dioxaspiro[4.5]decane-8-yl)pyrrolo[2,1-f][1,2,4]triazin-4-amine